3,3-bis(bromomethyl)-1-(p-toluenesulfonyl)azetidine CC1=CC=C(C=C1)S(=O)(=O)N2CC(C2)(CBr)CBr